(S)-2-((7-(6-((4-chloro-2-fluorobenzyl)oxy)-5-fluoropyridin-2-yl)-5-fluoro-2,3-dihydrobenzofuran-4-yl)methyl)-4-methoxy-1-(oxetane-2-ylmethyl)-1H-benzo[d]imidazole-6-carboxylic acid ClC1=CC(=C(COC2=C(C=CC(=N2)C2=CC(=C(C=3CCOC32)CC3=NC2=C(N3C[C@H]3OCC3)C=C(C=C2OC)C(=O)O)F)F)C=C1)F